(R)-5-chloro-3-methyl-N-(1-methylpiperidin-3-yl)pyridino[2,3-d]pyridazine-8-amine ClC1=C2C(=C(N=N1)N[C@H]1CN(CCC1)C)N=CC(=C2)C